(S)-2-(4-(3-chloro-4-hydroxybenzamido)thiazole-5-carboxamido)-2-phenylacetic acid ClC=1C=C(C(=O)NC=2N=CSC2C(=O)N[C@H](C(=O)O)C2=CC=CC=C2)C=CC1O